bis(α-naphthylsulfonyl)diazomethane C1(=CC=CC2=CC=CC=C12)S(=O)(=O)C(=[N+]=[N-])S(=O)(=O)C1=CC=CC2=CC=CC=C12